C1(CC1)C1=C(C=C(C=C1)NC1=NC=2N(C(=C1)NC=1C=NC=CC1)N=CC2C#N)CS(=O)(=O)C 5-((4-cyclopropyl-3-((methylsulfonyl)methyl)phenyl)amino)-7-(pyridin-3-ylamino)pyrazolo[1,5-a]pyrimidine-3-carbonitrile